FC1=C(OCCC2=CC=C(C=3N2C(=NN3)CCC)C(F)(F)F)C=CC(=C1)F ((S)-(2,4-difluorophenoxy)ethyl)-3-propyl-8-(trifluoromethyl)-[1,2,4]triazolo[4,3-a]pyridine